propenyl phenyl ether sulfate S(=O)(=O)(O)O.C1(=CC=CC=C1)OC=CC